biphenyl 4-[4-(2-hydroxy-ethyloxy)benzoyl]cinnamate OCCOC1=CC=C(C(=O)C2=CC=C(C=CC(=O)O)C=C2)C=C1.C1(=CC=CC=C1)C1=CC=CC=C1